FC1=C(C=CC(=C1C(=O)C1=CNC2=NC=C(C=C21)C2=CC=C(C=C2)N2CCOCC2)F)NS(=O)(=O)CCC N-(2,4-difluoro-3-(5-(4-morpholinophenyl)-1H-pyrrolo[2,3-b]pyridine-3-carbonyl)phenyl)propane-1-sulfonamide